FC1=CC=C(C=C1)[C@@H](C)NC(C(=CO)C1=CC=C(C=C1)OC[C@H](CCC)C)=O (2S)-N-[(1R)-1-(4-Fluorophenyl)ethyl]-3-hydroxy-2-{4-[(2-methylpentyl)oxy]phenyl}propenamide